3-[3-(4-chlorophenyl)-1,2,4-thiadiazol-5-yl]bicyclo[1.1.1]pentan-1-amine ClC1=CC=C(C=C1)C1=NSC(=N1)C12CC(C1)(C2)N